4'-chloro-4,3'-diaminobenzanilide ClC1=C(C=C(NC(C2=CC=C(C=C2)N)=O)C=C1)N